CN(C)CCOC1=C(C=CC=2NC(=NC21)C2=CC=CC=C2)C2=C(C=CC=C2)[N+](=O)[O-] N,N-dimethyl-2-(5-(2-nitrophenyl)-2-phenyl-1H-benzo[d]imidazol-4-yloxy)ethylamine